1H-indol-5-yl-piperidine-1-carboxylate N1C=CC2=CC(=CC=C12)OC(=O)N1CCCCC1